[K+].C(CCCCCCCCCCC)OP(=O)([O-])[O-].[K+] dodecylphosphate potassium salt